2-chloro-5-methylthiazole-4-carboxylic acid ClC=1SC(=C(N1)C(=O)O)C